1,5-PENTANE DIISOCYANATE C(CCN=C=O)CCN=C=O